(5S,8S)-N-((3,5-dichloro-pyridin-2-yl)methyl)-5-fluoro-8-hydroxy-8-(hydroxymethyl)-5,6,7,8-tetrahydroquinoline-5-carboxamide ClC=1C(=NC=C(C1)Cl)CNC(=O)[C@]1(C=2C=CC=NC2[C@@](CC1)(CO)O)F